C(=CCCCCCCCCCCCC)C(C(=O)O)CC(=O)O 2-tetradecen-1-yl-succinic acid